CS(=O)(=O)C1=CC=C(C=C1)C1=CC=C2C=NC(=NC2=C1)NC1=CC(=C(C(=C1)OC)OC)OC 7-(4-Methylsulfonylphenyl)-N-(3,4,5-trimethoxyphenyl)quinazolin-2-amine